FC=1C=C(N2C1C1(CCN(CC1)C(=O)C1=CC(=C(C=C1)O[C@@H](CC)C)OC)N(CC2)C)C(F)(F)F [8-fluoro-2-methyl-6-(trifluoromethyl)spiro[3,4-dihydropyrrolo[1,2-a]pyrazine-1,4'-piperidine]-1'-yl]-[3-methoxy-4-[(1R)-1-methylpropoxy]phenyl]methanone